(1H-imidazol-1-yl)(4-(pyridin-2-yl)-4,7-diazaspiro[2.5]octan-7-yl)methylsulfan N1(C=NC=C1)SCN1CCN(C2(CC2)C1)C1=NC=CC=C1